methyl 2-[3-[2-(phenylmethoxycarbonylamino)ethyl]phenyl]acetate C1(=CC=CC=C1)COC(=O)NCCC=1C=C(C=CC1)CC(=O)OC